CN1CCC(CC1)NC(=O)C=1C=NN2C1C=C(C=C2)C2=CNC1=NC=C(C=C12)C=1C=NC=CC1 N-(1-methylpiperidin-4-yl)-5-(5-(pyridin-3-yl)-1H-pyrrolo[2,3-b]pyridin-3-yl)pyrazolo[1,5-a]pyridine-3-carboxamide